C[Si](C1=C(C=CC=C1)OS(=O)(=O)C(F)(F)F)(C)C 2-(trimethylsilyl)phenyltriflic acid